3-((1H-imidazo[4,5-c]pyridin-1-yl)methyl)-3-methylcyclohexane-1-one N1(C=NC=2C=NC=CC21)CC2(CC(CCC2)=O)C